[1,2,4]triazolo[4,3-a]pyridin-8-yl-methanol hydrochloride Cl.N=1N=CN2C1C(=CC=C2)CO